(3R)-1-[5-(4-fluorophenyl)-6-isopropyl-1H-pyrazolo[4,3-g]quinolin-7-yl]pyrrolidine-3-carboxylic acid FC1=CC=C(C=C1)C1=C(C(=NC2=CC3=C(C=C12)C=NN3)N3C[C@@H](CC3)C(=O)O)C(C)C